(R)-1-(2-benzoxazolyl)-1-(4-fluorophenyl)-1-ethanol O1C(=NC2=C1C=CC=C2)[C@](C)(O)C2=CC=C(C=C2)F